C(C)(C)(C)C=1C=CC=2N(C3=CC=C(C=C3C2C1)C(C)(C)C)C1=CC(=C(C(=C1)C)C=1C(=NC(=CC1)C1=CC=CC=C1)C1=CC=CC=C1)C (4-(3,6-di-tert-butyl-9H-carbazol-9-yl)-2,6-dimethylphenyl)-2,6-diphenylpyridine